CC1(CCC=[N+]1[O-])C 5,5-Dimethyl-1-pyrroline N-oxide